COC(=O)C12OCCC(C1)(C2)CO.NC2=NC=CC1=C(C=CC=C21)NCC21CCOC(C2)(C1)COC1=CC(N(C=C1)C)=O 4-[[5-[[(1-Aminoisoquinolin-5-yl)amino]methyl]-2-oxabicyclo[3.1.1]heptan-1-yl]methoxy]-1-methylpyridin-2-one Methyl-5-(hydroxymethyl)-2-oxabicyclo[3.1.1]heptane-1-carboxylate